O1COCC(C1)CS(=O)(=N)C1=C(C=CC(=C1)Br)OC ((1,3-Dioxan-5-yl)methyl)(5-bromo-2-methoxyphenyl)(imino)-λ6-sulfanone